dipropyl-toluene Dithiophosphate P(=S)(S)(O)O.C(CC)C(C1=CC=CC=C1)CCC